(4aR,8aS)-6-[3-[5-(4-fluorophenoxy)-2-pyridyl]azetidine-1-carbonyl]-4,4a,5,7,8,8a-hexahydropyrido[4,3-b][1,4]oxazin-3-one FC1=CC=C(OC=2C=CC(=NC2)C2CN(C2)C(=O)N2C[C@@H]3[C@@H](OCC(N3)=O)CC2)C=C1